8-Methyl-6-(morpholinomethyl)-2-pyrrolo[1,2-c]pyrimidin-3-yl-3H-quinazolin-4-one CC=1C=C(C=C2C(NC(=NC12)C1=CC=2N(C=N1)C=CC2)=O)CN2CCOCC2